8-[(2R,3S)-3-(methanesulfonylmethyl)-2-methylazetidin-1-yl]-5-(propan-2-yl)isoquinolin-3-amine CS(=O)(=O)C[C@@H]1[C@H](N(C1)C=1C=CC(=C2C=C(N=CC12)N)C(C)C)C